(7S)-7-amino-7-[5-(2,3-difluorophenyl)-1H-imidazol-2-yl]-1-(1,3-oxazol-2-yl)heptan-1-one N[C@@H](CCCCCC(=O)C=1OC=CN1)C=1NC(=CN1)C1=C(C(=CC=C1)F)F